1,3-bis-[2,2']bithiophene-5-yl-5-isooctyl-thiophene S1C(=CC=C1S1C=C(C=C1CCCCCC(C)C)C1=CC=C(S1)C=1SC=CC1)C=1SC=CC1